(R)-7-chloro-4-(3-fluoropyrrolidin-1-yl)-1-phenylquinazolin-2(1H)-one ClC1=CC=C2C(=NC(N(C2=C1)C1=CC=CC=C1)=O)N1C[C@@H](CC1)F